(R)-6-((2-(3-amino-4,4-difluoropiperidin-1-yl)-6-fluoro-1H-benzo[d]imidazol-1-yl)methyl)nicotinonitrile, Hydrochloride Cl.N[C@@H]1CN(CCC1(F)F)C1=NC2=C(N1CC1=NC=C(C#N)C=C1)C=C(C=C2)F